COC1=C(C=C(C(=C1)C2=CC(=O)C3=C(C(=C(C=C3O2)OC)OC)O)O)O The molecule is a trihydroxyflavone that is flavone substituted by hydroxy groups at positions 2', 4' and 5 and methoxy groups at positions 5', 6 and 7 respectively. It has a role as a plant metabolite, an EC 3.2.1.20 (alpha-glucosidase) inhibitor and an EC 3.1.3.48 (protein-tyrosine-phosphatase) inhibitor. It is a trimethoxyflavone and a trihydroxyflavone. It derives from a flavone.